C1=CC=CC=2C3=CC=CC=C3C(C12)COC(=O)N[C@](C(=O)OC)(CCCC=C)C Methyl (S)-2-((((9H-fluoren-9-yl) methoxy) carbonyl) amino)-2-methylhept-6-enoate